N-(2,3-dihydroxyPropyl)amidosulfuric acid OC(CNS(O)(=O)=O)CO